3-phenyl-serine methyl-3-(4-methyl-2-(2-oxopyridin-1(2H)-yl)pentanamido)-3-(2-o-tolylpyridin-4-yl)propanoate CC(C(=O)OC([C@H](N)C(=O)O)C1=CC=CC=C1)C(C1=CC(=NC=C1)C1=C(C=CC=C1)C)NC(C(CC(C)C)N1C(C=CC=C1)=O)=O